4-(4,6-dichloro-1,3,5-triazine-2-oxy)-2-hydroxyphenyl-benzophenone ClC1=NC(=NC(=N1)Cl)OC1=CC(=C(C=C1)C1=C(C(=O)C2=CC=CC=C2)C=CC=C1)O